Cl.Cl.FC12CNCC(CC1)(N2)F 1,5-difluoro-3,8-diazabicyclo[3.2.1]octane dihydrochloride